BrC=1C(=C2C(=NC1)NC(=N2)C2=CC=C(C=C2)N2CCN(CC2)CCNC2=CC=NN2C)NC2CCN(CC2)CC2CC2 6-Bromo-N-[1-(cyclopropylmethyl)piperidin-4-yl]-2-[4-(4-{2-[(1-methyl-1H-pyrazol-5-yl)amino]ethyl}piperazin-1-yl)phenyl]-3H-imidazo[4,5-b]pyridin-7-amine